IC=1C=NN(C1)C(C(=O)NC1=C(C=C(C=C1)C(F)(F)F)C=C=C)(C)C 2-(4-iodo-1H-pyrazol-1-yl)-2-methyl-N-(2-(prop-1,2-dien-1-yl)-4-(trifluoromethyl)phenyl)propanamide